CC1=CC(=NC=2N1N=CC2)C(=O)NC2=CC(=CC=C2)[C@@H](CC2=NN=CN2C)C (R)-7-Methyl-N-(3-(1-(4-methyl-4H-1,2,4-triazol-3-yl)propan-2-yl)phenyl)pyrazolo[1,5-a]pyrimidine-5-carboxamide